C(C)(C)(C)[S@@](=O)\N=C\1/C=2C(=NC=CC2)OC12CCN(CC2)C(=O)OC(C)(C)C tert-Butyl (R,E)-3-((tert-butylsulfinyl)imino)-3H-spiro[furo[2,3-b]pyridine-2,4'-piperidine]-1'-carboxylate